CC(CCO)(C)O 3-Methyl-1,3-butanediol